cesium 4-((di-tert-butoxyphosphoryl)oxy)butanoate C(C)(C)(C)OP(=O)(OC(C)(C)C)OCCCC(=O)[O-].[Cs+]